8-quinolinesulfonic acid N1=CC=CC2=CC=CC(=C12)S(=O)(=O)O